BrC1=CN(C=2N=CN=C(C21)N(C(OC(C)(C)C)=O)C(=O)OC(C)(C)C)CCO tert-butyl (5-bromo-7-(2-hydroxyethyl)-7H-pyrrolo[2,3-d]pyrimidin-4-yl)(tert-butoxycarbonyl)carbamate